FC1=C(OC2=C(C=CC=C2)NC(\C=C\C2=CC=C(C=C2)OC)=O)C=CC=C1 (E)-N-(2-(2-fluorophenoxy)phenyl)-3-(4-methoxyphenyl)acrylamide